ClC1=C(C=C(C=C1Cl)F)C1=C(C=CC2=CC=CC=C12)N (2,3-dichloro-5-fluorophenyl)naphthalen-2-amine